O1CCC(=CC1)C=1C=C(C=NC1C)C1=NOC(=N1)C(F)(F)F (5-(3,6-dihydro-2H-pyran-4-yl)-6-methylpyridin-3-yl)-5-(trifluoromethyl)-1,2,4-oxadiazole